O[C@]1(C[C@H](N(C1)C(=O)OC(C)(C)C)C(=O)OC(C)(C)C)CO di-tert-butyl (2S,4S)-4-hydroxy-4-(hydroxymethyl)pyrrolidine-1,2-dicarboxylate